COC=1C=C2C(N(C=3C4=C(C=CC3C2=CC1OC)C=C1C(=C4)OCO1)CCCN1CCN(CC1)C)=O 2,3-Dimethoxy-12-(3-(4-methylpiperazin-1-yl)propyl)-[1,3]dioxolo[4',5':4,5]benzo[1,2-c]phenanthridin-13(12H)-one